OCCCOCCCO monohydroxypropyl ether